5-(4-((6-(ethoxymethyl)-9,9-dimethyl-9,10-dihydroacridin-2-yl)methyl)piperazin-1-yl)pentan-1-ol C(C)OCC=1C=C2NC=3C=CC(=CC3C(C2=CC1)(C)C)CN1CCN(CC1)CCCCCO